1-methoxy-6-(4-(methylsulfonyl)piperidine-1-carbonyl)anthracene-9,10-dione COC1=CC=CC=2C(C3=CC(=CC=C3C(C12)=O)C(=O)N1CCC(CC1)S(=O)(=O)C)=O